FC(C1=CC(=NC=C1)OC1=CC=C(C=C1)C1CCCN2C1=NS(CC2)(=O)=O)(F)F 9-(4-{[4-(trifluoromethyl)pyridin-2-yl]oxy}phenyl)-3,4,6,7,8,9-hexahydropyrido[2,1-c][1,2,4]thiadiazine 2,2-dioxide